NC=1C(=C(C(=O)O)C=C(C1)N)CCCCCCOC1=CC=C(C=C1)\C=C\C(C1=CC=C(C=C1)C1=CC=C(C=C1)CCC)=O 3,5-Diamino-2-[6-[4-[(E)-3-oxo-3-[4-(4-propylphenyl)phenyl]prop-1-enyl]phenoxy]hexyl]benzoic acid